(E)-N-cyclohexyl-2-methylundecane-1-imine oxide C1(CCCCC1)\[N+](=C/C(CCCCCCCCC)C)\[O-]